C1(CCCCC1)C[C@H](C(=O)N1CC2(CCCC2)C(CC1)(O)CN1C(C=C(C(=C1)C(N(C)C)=O)C1=C(CNC(OC(C)(C)C)=O)C=CC=C1)=O)C tert-Butyl (2-(1-((7-((R)-3-cyclohexyl-2-methylpropanoyl)-10-hydroxy-7-azaspiro[4.5]decan-10-yl)methyl)-5-(dimethylcarbamoyl)-2-oxo-1,2-dihydropyridin-4-yl)benzyl)carbamate